m-Toluthiamide C1(=CC(=CC=C1)C(N)=S)C